N-(5-(7-(2-((2,3-dihydro-1H-inden-2-yl)amino)pyrimidin-5-yl)-5-oxa-2,6-diazaspiro[3.4]oct-6-ene-2-carbonyl)pyridin-2-yl)methanesulfonamide C1C(CC2=CC=CC=C12)NC1=NC=C(C=N1)C1=NOC2(CN(C2)C(=O)C=2C=CC(=NC2)NS(=O)(=O)C)C1